ClC1=CNC2=NC=C(C=C21)C=2C=C1CCN(CC1=C(C2)C2NCCOC2)C(=O)C2(CC2)O (6-(3-chloro-1H-pyrrolo[2,3-b]pyridin-5-yl)-8-(morpholin-3-yl)-3,4-dihydroisoquinolin-2(1H)-yl)(1-hydroxycyclopropyl)methanone